3-chloro-4,7-difluoro-N-(4-(methylamino)cyclohexyl)-N-(3-(pyridin-4-yl)benzyl)benzo[b]thiophene-2-carboxamide ClC=1C2=C(SC1C(=O)N(CC1=CC(=CC=C1)C1=CC=NC=C1)C1CCC(CC1)NC)C(=CC=C2F)F